C(CCCCCCC)OCC(CC)O [(octyloxy)methyl]propan-1-ol